C(C)(C)(C)C1=CC=C(C=C1)C1(CC(CC1)NC)N 1-(4-(tert-butyl)phenyl)-N3-methylcyclopentane-1,3-diamine